CN1N(C2=CC(=CC=C2C1=O)NC1=CC=C(C=C1)N1CCC(CC1)C(F)(F)F)C(=O)OC(C)(C)C tert-butyl 2-methyl-3-oxo-6-((4-(4-(trifluoromethyl) piperidin-1-yl) phenyl) amino)-2,3-dihydro-1H-indazole-1-carboxylate